5-(2-chlorobenzyl)-3-cyclopropyl-4-oxo-4,5,6,7-tetrahydropyrazolo[1,5-a]pyrazine-2-carboxylic acid (5-hydroxymethyl[1,3,4]thiadiazol-2-yl)amide OCC1=NN=C(S1)NC(=O)C1=NN2C(C(N(CC2)CC2=C(C=CC=C2)Cl)=O)=C1C1CC1